ACRYLIC ACID TERT-butyl ester C(C)(C)(C)OC(C=C)=O